acetamide sodium carbonate C([O-])([O-])=O.[Na+].C(C)(=O)N.[Na+]